6,8-dimethylimidazo[1,2-a]pyrazine-2-carbaldehyde CC=1N=C(C=2N(C1)C=C(N2)C=O)C